ClC=1C=C2C(C(=CN(C2=NC1Cl)C1=C(C=C(C=C1F)F)F)C(=O)OCC)=O ethyl 6,7-dichloro-4-oxo-1-(2,4,6-trifluorophenyl)-1,4-dihydro-1,8-naphthyridine-3-carboxylate